CCCCCCCCCC/C=C\CCCCCCCCCC(=O)OC[C@H](COP(=O)(O)OC[C@H](CO)O)OC(=O)CCC/C=C\C/C=C\C/C=C\C/C=C\C/C=C\CC 1-(11Z-docosenoyl)-2-(5Z,8Z,11Z,14Z,17Z-eicosapentaenoyl)-glycero-3-phospho-(1'-sn-glycerol)